1-(3-(benzylamino)-2-(3-chlorophenyl)imidazo[1,2-a]pyridin-5-yl)naphthalen-2-ol C(C1=CC=CC=C1)NC1=C(N=C2N1C(=CC=C2)C2=C(C=CC1=CC=CC=C21)O)C2=CC(=CC=C2)Cl